C1(CC1)C=1C(=C2C(=CC1)C(N(C[C@]21[C@H](C1)F)CC(=O)O)=O)F 2-[(2's,4r)-6-cyclopropyl-2',5-difluoro-1-oxo-spiro[3H-isoquinolin-4,1'-cyclopropan]-2-yl]acetic acid